ClC(CC(Cl)(Cl)Cl)Cl 1,1,3,3,3-pentachloropropane